COC1=NC(=NC(=C1)OC)OC1=C(CNC2=C(C=CC=C2)C2=CC=C(C=C2)C(=O)[O-])C=CC=C1 2'-((2-((4,6-dimethoxypyrimidin-2-yl) oxy) benzyl) amino)-[1,1'-biphenyl]-4-carboxylate